4-chloro-1-pentanol ClC(CCCO)C